3-bromo-1-methyl-1H-indazol-7-amine BrC1=NN(C2=C(C=CC=C12)N)C